9-fluorenone-13C [13CH]1=CC=CC=2C3=CC=CC=C3C(C12)=O